6-[[(2S,3R,4R,5S)-3-(3,4-difluoro-2-methoxy-phenyl)-4,5-dimethyl-5-(trifluoromethyl)tetrahydrofuran-2-carbonyl]amino]pyridine-2-carboxamide FC=1C(=C(C=CC1F)[C@@H]1[C@H](O[C@@]([C@@H]1C)(C(F)(F)F)C)C(=O)NC1=CC=CC(=N1)C(=O)N)OC